6,7-dimethoxy-9-((2-methoxyethyl)(methyl)amino)naphtho[2,3-c]furan-1(3H)-one COC1=CC2=CC3=C(C(OC3)=O)C(=C2C=C1OC)N(C)CCOC